C[C@]1(COCC1)NC(O[C@H]1C[C@H](CC1)C1=NNC(=C1)NC1=NC=C(N=C1)C#N)=O (1R,3S)-3-(5-((5-cyanopyrazin-2-yl)amino)-1H-pyrazol-3-yl)cyclopentyl ((S)-3-methyltetrahydrofuran-3-yl)carbamate